CN1C=C(C2=CC=CC=C12)C1=NC(=NC=C1)N 4-(1-Methyl-1H-indol-3-yl)pyrimidin-2-amine